BrC1=CC(=C(OC=2C=CC(=C(C2)S(=O)(=O)NC2CC2)OC)C(=C1)Cl)Cl 5-(4-bromo-2,6-dichloro-phenoxy)-N-cyclopropyl-2-methoxy-benzenesulfonamide